CN(S(=O)(=O)C1=CC=C(C=C1)S(=O)(=O)NC1=C(C=CC=C1)C1CCN(CC1)C(=O)O)C.NC1=NC=C(C=C1I)I 2-amino-3,5-diiodopyridine 4-(2-((4-(N,N-dimethylsulfamoyl)phenyl)sulfonamido)phenyl)piperidine-1-carboxylate